(2-(4-ethoxyphenyl)pyrazolo[1,5-a]pyrimidin-6-yl)(2-hydroxy-5-nitrophenyl)methanone C(C)OC1=CC=C(C=C1)C1=NN2C(N=CC(=C2)C(=O)C2=C(C=CC(=C2)[N+](=O)[O-])O)=C1